BrC=1N=CC(=NC1)C1(CC(C1)(C)O[Si](C)(C)C(C)(C)C)O (5-bromopyrazin-2-yl)-3-[(tert-butyldimethylsilyl)oxy]-3-methylcyclobutan-1-ol